6-chloro-N-[4,6-dimethoxy-5-(1,1,2-trifluoroethoxy)pyrimidin-2-yl]-1H-indole-3-sulfonamide ClC1=CC=C2C(=CNC2=C1)S(=O)(=O)NC1=NC(=C(C(=N1)OC)OC(CF)(F)F)OC